(1,1-dioxido-2,3-dihydrothiophen-3-yl)-7-(1-hydroxycyclobutyl)-2-methoxyquinoline-3-carboxamide O=S1(CC(C=C1)C1=C(C(=NC2=CC(=CC=C12)C1(CCC1)O)OC)C(=O)N)=O